CN[C@@H]1CN(CC1)C(=O)OCCCC butyl (3S)-3-(methylamino)pyrrolidine-1-carboxylate